CSC=1C=C(C=NC1)N 5-(methylthio)pyridin-3-amine